C(C)(C)C1N2C(C3=CC(=C(C=C3C1)OCCCOC)C=1SC=CN1)=CC(C(=C2)C(=O)O)=O 6-isopropyl-9-(3-methoxypropoxy)-2-oxo-10-(thiazol-2-yl)-6,7-dihydro-2H-pyrido[2,1-a]isoquinoline-3-carboxylic acid